5-(4-fluoro-2-methyl-phenoxy)-3-methyl-2-(trifluoromethyl)pyridine-4-carboxylic acid FC1=CC(=C(OC=2C(=C(C(=NC2)C(F)(F)F)C)C(=O)O)C=C1)C